OCC(CNC(C(=C)C)=O)(C)C N-(3-hydroxy-2,2-dimethylpropyl)methacrylamide